ClC1=CC=2C(C3=NC(=C(C=C3C2C=C1)F)C#N)=O 7-chloro-3-fluoro-9-oxo-9H-indeno[2,1-b]Pyridine-2-carbonitrile